3-[6-[(3,3-diethyl-1H-isobenzofuran-5-yl)oxy]-3-pyridinyl]-5,5-dimethyl-imidazolidine-2,4-dione C(C)C1(OCC2=CC=C(C=C12)OC1=CC=C(C=N1)N1C(NC(C1=O)(C)C)=O)CC